glycyl chloride NCC(=O)Cl